COC(CCCCCCCCCCCCC)=O myristic acid methylester